(S)-4-(2-((3-aminopyrrolidin-1-yl)methyl)-5-(2-methyl-2H-indazol-5-yl)-1-methyl-1H-pyrrolo[2,3-c]pyridin-4-yl)-2-fluorobenzonitrile N[C@@H]1CN(CC1)CC1=CC=2C(=CN=C(C2C2=CC(=C(C#N)C=C2)F)C2=CC3=CN(N=C3C=C2)C)N1C